(6-(2-(methylthio)pyrimidin-5-yl)hex-5-ynyl)glycine CSC1=NC=C(C=N1)C#CCCCCNCC(=O)O